triglycerol monocaprylate C(CCCCCCC)(=O)O.OCC(O)CO.OCC(O)CO.OCC(O)CO